[N+](=O)([O-])C1=C(NC2=CC=CC=C12)C(=O)O nitroindolecarboxylic acid